bis[4-(dimethylamino)phenyl]methane CN(C1=CC=C(C=C1)CC1=CC=C(C=C1)N(C)C)C